2-[2-fluoro-5-(1-methylcyclopropyl)phenyl]-4-[[5-(4-hydroxy-1-piperidyl)-2-pyridyl]amino]-6H-1,6-naphthyridin-5-one FC1=C(C=C(C=C1)C1(CC1)C)C1=NC=2C=CNC(C2C(=C1)NC1=NC=C(C=C1)N1CCC(CC1)O)=O